1-Hexyl-3-Methylpyrrolium triflat [O-]S(=O)(=O)C(F)(F)F.C(CCCCC)[NH+]1C=C(C=C1)C